C(C)OC1CCC(CC1)NC1=NC=C(C(=N1)N[C@H]1[C@@H](CCC1)O)C(=O)N 2-((1r,4R)-4-ethoxycyclohexylamino)-4-((1R,2R)-2-hydroxycyclopentylamino)pyrimidine-5-carboxamide